(E)-4-(5-phenylpent-1-yn-1-yl)furan-2-carbaldehyde oxime C1(=CC=CC=C1)CCCC#CC=1C=C(OC1)/C=N/O